N[C@@H](C(=O)[O-])CC(C)(C)C (R)-2-amino-4,4-dimethylvalerate